CN1CC2(CC2CC1)CO (3-methyl-3-azabicyclo[4.1.0]hept-1-yl)methanol